CC1=NC=2C(=NC(=CC2C)C2=CC(=C3C=C(N=NC3=C2)C2CCNCC2)F)N1 7-(2,7-Dimethyl-3H-imidazo[4,5-b]pyridin-5-yl)-5-fluoro-3-(piperidin-4-yl)cinnoline